1-(2-ethylphenyl)-3-(4-(4-methoxyphenyl)butan-2-yl)urea C(C)C1=C(C=CC=C1)NC(=O)NC(C)CCC1=CC=C(C=C1)OC